6-(1-HYDROXY-3-METHYL-3,4-DIHYDRO-2,1-BENZOXABORININ-7-YL)-4-METHYLPHTHALAZIN-1-AMINE OB1OC(CC2=C1C=C(C=C2)C=2C=C1C(=NN=C(C1=CC2)N)C)C